7-(3-(aminomethyl)phenyl)-2-((2-(2-(tert-butoxy)-2-oxoethyl)phenoxy)methyl)benzofuran-5-carboxylic acid NCC=1C=C(C=CC1)C1=CC(=CC=2C=C(OC21)COC2=C(C=CC=C2)CC(=O)OC(C)(C)C)C(=O)O